FC1=C(C=CC(=C1)F)C1=C(N(N=N1)C)CN1N=CC(=CC1=O)N1C[C@H](O[C@H](C1)C)C 2-[[5-(2,4-difluorophenyl)-3-methyl-triazol-4-yl]methyl]-5-[(2R,6S)-2,6-dimethylmorpholin-4-yl]pyridazin-3-one